1-(tert-butyl)-5-fluoro-N-(2-fluoro-4-methyl-5-(8-morpholinylimidazo[1,2-a]pyrazin-6-yl)phenyl)-1H-pyrazole-4-carboxamide C(C)(C)(C)N1N=CC(=C1F)C(=O)NC1=C(C=C(C(=C1)C=1N=C(C=2N(C1)C=CN2)N2CCOCC2)C)F